N1=CN=CC(=C1)OB(O)O pyrimidine-5-yl-boric acid